2-chloro-7,8-dihydro-1,7-diaza-8-naphthalenone ClC1=NC=2C(NC=CC2C=C1)=O